O=C1N(C(C=C1)=O)C1=CC=C(C=C1)S(=O)(=O)NCCOCCOCCOCCOCCC(=O)O 1-((4-(2,5-dioxo-2,5-dihydro-1H-pyrrol-1-yl)phenyl)sulfonamido)-3,6,9,12-tetraoxapentadecan-15-oic acid